rac-4-(3-(benzyloxy)picolinoyl)-3-hydroxy-1-(tetrahydro-2H-pyran-4-yl)-5-(4-(trifluoromethoxy)phenyl)-1,5-dihydro-2H-pyrrol-2-one C(C1=CC=CC=C1)OC=1C(=NC=CC1)C(=O)C1=C(C(N([C@@H]1C1=CC=C(C=C1)OC(F)(F)F)C1CCOCC1)=O)O |r|